tert-butyl (S)-(1-(2-(imino(phenyl)methyl)-2-methylhydrazinyl)-1-oxopropan-2-yl)carbamate N=C(N(NC([C@H](C)NC(OC(C)(C)C)=O)=O)C)C1=CC=CC=C1